5,7-dihydrospiro[cyclopenta[c]pyridine-6,4'-piperidin]-7-amine N1CCC2(CC1)CC1=C(C=NC=C1)C2N